[N-](S(=O)(=O)C(F)(F)F)S(=O)(=O)C(F)(F)F.C(CCC)N1CN(C=C1)CCCC 1,3-dibutylimidazole bis(trifluoromethanesulfonyl)imide salt